ClC1=CC=C(C=C1)/C=C/C(=O)C1=CC=CC=C1 (E)-3-(4-chlorophenyl)-1-phenylprop-2-en-1-one